Stearoxypropyldimethylamine C(CCCCCCCCCCCCCCCCC)OCCCN(C)C